2-((2-(2-ethoxypyridin-3-yl)-5-isopropyl-7-methylimidazo[1,5-b]pyridazin-4-yl)amino)acetonitrile C(C)OC1=NC=CC=C1C=1C=C(C=2N(N1)C(=NC2C(C)C)C)NCC#N